C1(CC1)C1=CC=2N(C=C1)C(=CN2)C2=C1CNC(C1=C(C=C2)NC2=NC=C(C=C2)N2CCC(CC2)O)=O 4-(7-cyclopropylimidazo[1,2-a]pyridin-3-yl)-7-[[5-(4-hydroxy-1-piperidyl)-2-pyridyl]amino]isoindolin-1-one